FC(C)(F)C1=C(C=CC(=C1)F)C1=C(C=2C(=C3C=NN(C3=CC2)C2OCCCC2)S1)OC1=CC=C(C=C1)OCCN1CC(C1)CF 2-(2-(1,1-difluoroethyl)-4-fluorophenyl)-3-(4-(2-(3-(fluoromethyl)azetidine-1-yl)ethoxy)phenoxy)-6-(tetrahydro-2H-pyran-2-yl)-6H-thieno[2,3-e]indazole